1-((1-(2-fluoro-4-(trifluoromethyl)benzyl)-1H-1,2,3-triazol-4-yl)methyl)-2,3-dioxoindole-5-carboxamide FC1=C(CN2N=NC(=C2)CN2C(C(C3=CC(=CC=C23)C(=O)N)=O)=O)C=CC(=C1)C(F)(F)F